FC(CN(CC(=O)O)C(=O)OCC1C2=CC=CC=C2C=2C=CC=CC12)F 2-[2,2-difluoroethyl-(9H-fluoren-9-ylmethoxycarbonyl)amino]acetic acid